(5R)-6-[(R)-tert-butylsulfinyl]-5-(3-methoxy-2-methyl-phenyl)-5,7-dihydropyrrolo[3,4-d]pyrimidine C(C)(C)(C)[S@@](=O)N1CC=2N=CN=CC2[C@H]1C1=C(C(=CC=C1)OC)C